ClC1=NC=C(C2=CC(=NC=C12)Cl)CC(C(=O)[O-])(C(=O)[O-])C 2-((1,6-dichloro-2,7-naphthyridin-4-yl) methyl)-2-methylmalonate